β-alanyl-CoA NCCC(=O)SCCNC(CCNC([C@@H](C(COP(OP(OC[C@@H]1[C@H]([C@H]([C@@H](O1)N1C=NC=2C(N)=NC=NC12)O)OP(=O)(O)O)(=O)O)(=O)O)(C)C)O)=O)=O